(2R,4R)-1-(3-chloro-2-fluorobenzyl)-4-((3-cyano-6-((5-methyl-1H-pyrazol-3-yl)amino)pyridin-2-yl)methyl)-2-ethylpiperidine ClC=1C(=C(CN2[C@@H](C[C@@H](CC2)CC2=NC(=CC=C2C#N)NC2=NNC(=C2)C)CC)C=CC1)F